N'-(3-ethyl-2-oxo-piperidine-3-carbonyl)-2-[4-(pentafluoro-λ6-sulfanyl)anilino]pyridine-3-carbohydrazide C(C)C1(C(NCCC1)=O)C(=O)NNC(=O)C=1C(=NC=CC1)NC1=CC=C(C=C1)S(F)(F)(F)(F)F